N-((1S,2R)-2-(2,3-dihydro-1H-inden-4-yl)-1-(5-oxo-4,5-dihydro-1,3,4-oxadiazol-2-yl)propyl)-3-methylquinoline-8-sulfonamide C1CCC2=C(C=CC=C12)[C@H]([C@@H](C=1OC(NN1)=O)NS(=O)(=O)C=1C=CC=C2C=C(C=NC12)C)C